3-(2,6-difluoro-4-(5,8-dioxaspiro[3.4]oct-2-yl)phenyl)piperidine-2,6-dione FC1=C(C(=CC(=C1)C1CC2(C1)OCCO2)F)C2C(NC(CC2)=O)=O